Methyl-2-(2-fluoro-3-methylphenyl)-5-[1-(phenylsulfonyl)-1H-pyrrolo[2,3-b]pyridin-4-yl]-1-{[2-(trimethylsilyl) ethoxy]methyl}-1H-pyrrole-3-carboxylate COC(=O)C1=C(N(C(=C1)C1=C2C(=NC=C1)N(C=C2)S(=O)(=O)C2=CC=CC=C2)COCC[Si](C)(C)C)C2=C(C(=CC=C2)C)F